1-[(4R,7S,8S)-8-methoxy-4,7,10-trimethyl-11-oxo-2-oxa-5,10-diazabicyclo[10.4.0]hexadeca-1(12),13,15-trien-14-yl]-3-[4-(trifluoromethyl)phenyl]urea CO[C@H]1[C@H](CN[C@@H](COC=2C=CC(=CC2C(N(C1)C)=O)NC(=O)NC1=CC=C(C=C1)C(F)(F)F)C)C